p-chlorophenyl chloromethyl ketone ClCC(=O)C1=CC=C(C=C1)Cl